NCC(=O)NCOCC1=CC(=C(C=C1)CN1C=CC=2N=C(N=C(C21)NCCCCC)N)OC 2-Amino-N-{[(4-{[2-amino-4-(pentylamino)-5H-pyrrolo[3,2-d]pyrimidin-5-yl]methyl}-3-methoxyphenyl)methoxy]methyl}acetamide